COC(C(NC(=O)OC(C)(C)C)=C)=O N-t-butoxycarbonyl-dehydroalanine methyl ester